Ethyl 3-[[4-[[2-(5-chloro-2-hydroxy-phenyl) acetyl] amino] pyridine-2-carbonyl] amino]-3-methyl-butyrate ClC=1C=CC(=C(C1)CC(=O)NC1=CC(=NC=C1)C(=O)NC(CC(=O)OCC)(C)C)O